FC1=CC=C(C(=O)NC2(CC2)C=2N=C3[C@@H]4[C@H](CN(C3=CC2)C(=O)OC2CCOCC2)C4)C=C1 tetrahydro-2H-pyran-4-yl (6aR,7aS)-2-(1-(4-fluorobenzamido)cyclopropyl)-6,6a,7,7a-tetra-hydro-5H-cyclopropa[c]-[1,5]naphthyridine-5-carboxylate